2-methyl-2-(pyridin-3-yl)propanal CC(C=O)(C)C=1C=NC=CC1